N-(4-(2-(5-(3,5-dimethylisoxazol-4-yl)-1-(2-morpholinopropyl)-1H-benzo[d]imidazol-2-yl)ethyl)phenyl)-6-((2-(2,6-dioxopiperidin-3-yl)-1,3-dioxoisoindolin-4-yl)amino)hexanamide CC1=NOC(=C1C1=CC2=C(N(C(=N2)CCC2=CC=C(C=C2)NC(CCCCCNC2=C3C(N(C(C3=CC=C2)=O)C2C(NC(CC2)=O)=O)=O)=O)CC(C)N2CCOCC2)C=C1)C